(1S,2R)-2-Hydroxycyclobutyl (8-amino-7-fluoro-6-(8-methyl-2,3-dihydro-1H-pyrido[2,3-b][1,4]oxazin-7-yl)isoquinolin-3-yl)carbamate NC=1C(=C(C=C2C=C(N=CC12)NC(O[C@@H]1[C@@H](CC1)O)=O)C1=C(C2=C(OCCN2)N=C1)C)F